C1(CC1)N1C(C(=CC=C1)NC(=O)C1=CC=2C(N=C1OC(C)C)=NN(C2)[C@@]21CO[C@@](CC2)(C1)COC)=O N-(1-cyclopropyl-2-oxo-1,2-dihydropyridin-3-yl)-6-isopropoxy-2-((1S,4S)-1-(methoxymethyl)-2-oxabicyclo[2.2.1]heptan-4-yl)-2H-pyrazolo[3,4-b]pyridine-5-carboxamide